[2-(methylamino)ethyl]-D-alaninamide CNCCN[C@H](C)C(=O)N